C(CCCCCCCCCCC)N(CCC(=O)O)CCNCCN dodecyl-N-[2-[(2-aminoethyl)amino]ethyl]-beta-alanine